N-{[3-(dimethylamino)cyclobutyl]methyl}-6,7-dimethoxy-1H,2H,3H-cyclopenta[b]quinolin-9-amine CN(C1CC(C1)CNC1=C2C(=NC=3C=C(C(=CC13)OC)OC)CCC2)C